2-(4-hydroxy-1-piperidinyl)thiazole OC1CCN(CC1)C=1SC=CN1